N-[[2-(2-fluoro-3-formylphenyl)phenyl]methyl]carbamic acid 9H-fluoren-9-ylmethyl ester C1=CC=CC=2C3=CC=CC=C3C(C12)COC(NCC1=C(C=CC=C1)C1=C(C(=CC=C1)C=O)F)=O